CCCCCCCCCCCCC n-Tridecan